tert-butyl 2-methyl-5-[6-methyl-5-[[4-methyl-6-(methylamino)pyrimidin-2-yl] amino]-2,3-dihydrobenzofuran-7-yl]-2,3,4,7-tetrahydroazepine-1-carboxylate CC1N(CC=C(CC1)C1=C(C(=CC=2CCOC21)NC2=NC(=CC(=N2)C)NC)C)C(=O)OC(C)(C)C